4-{2-[7-amino-2-(2-furyl)[1,2,4]-triazolo[2,3-a]-[1,3,5]-triazin-5-ylamino]ethyl}phenol NC1=NC(=NC=2N1N=C(N2)C=2OC=CC2)NCCC2=CC=C(C=C2)O